tert-butyl 4-(2,6-difluoro-4-(1-(tetrahydro-2H-pyran-2-yl)-1H-pyrazol-4-yl) phenyl)-3,6-dihydropyridine-1(2H)-carboxylate FC1=C(C(=CC(=C1)C=1C=NN(C1)C1OCCCC1)F)C=1CCN(CC1)C(=O)OC(C)(C)C